lanthanum (borate) B([O-])([O-])[O-].[La+3]